1-(1-((4-(5-(aminomethyl)thiazol-2-yl)phenoxy)methyl)cyclobutyl)-N,N-dimethylmethanamine hydrochloride Cl.NCC1=CN=C(S1)C1=CC=C(OCC2(CCC2)CN(C)C)C=C1